N-(4-(2-fluoroethoxy)pyrazolo[1,5-a]pyrazin-2-yl)-3-((7-(5-methyl-1,2,4-oxadiazol-3-yl)isoquinolin-1-yl)amino)propanamide FCCOC=1C=2N(C=CN1)N=C(C2)NC(CCNC2=NC=CC1=CC=C(C=C21)C2=NOC(=N2)C)=O